(R)-2-amino-2-((1S,3S)-3-aminocyclopentyl)-6-boronohexanoic acid N[C@](C(=O)O)(CCCCB(O)O)[C@@H]1C[C@H](CC1)N